(2S)-2-amino-N-[(1S)-1-carbamoyl-2-[(3S)-2-oxopyrrolidin-3-yl]ethyl]-4-methylpentanamide N[C@H](C(=O)N[C@@H](C[C@H]1C(NCC1)=O)C(N)=O)CC(C)C